CC1=CC=C(C=C1)S(=O)(=O)[O-].C(CCCCCCC)[N+]1=CC=CC=C1 N-octyl-pyridinium p-toluenesulfonate salt